(3-hydroxy-1-(hydroxyamino)-1-oxobutan-2-yl)-1-((2-methyl-[1,1'-biphenyl]-3-yl)methyl)piperidine-3-carboxamide OC(C(C(=O)NO)C1N(CCCC1C(=O)N)CC=1C(=C(C=CC1)C1=CC=CC=C1)C)C